N[C@H](C(=O)O)[C@@H](CCCB(O)O)CNC(CN)=O (2S,3S)-2-amino-3-((2-aminoacetamido)methyl)-6-dihydroxyboryl-hexanoic acid